O=C1C(=NC=C2N1[C@@H](CC2)C(=O)NC(C)C2=CC1=C(CN(C1)C(=O)OC(C)(C)C)S2)N[C@H](CC)C2=CC=CC=C2 tert-butyl 2-(1-((S)-4-oxo-3-(((R)-1-phenylpropyl)amino)-4,6,7,8-tetrahydropyrrolo[1,2-a]pyrazine-6-carboxamido)ethyl)-4,6-dihydro-5H-thieno[2,3-c]pyrrole-5-carboxylate